(3-Isopropenyl-2,2-Dimethylcyclobutyl)Methyl 2-Methylbutanoate CC(C(=O)OCC1C(C(C1)C(=C)C)(C)C)CC